4-(2,2-difluoroethyl)-3-(2-(5,6-dihydro-[1,2,4]triazolo[1,5-a]pyrazin-7(8H)-yl)ethyl)-7-methyl-3,4-dihydro-5H-pyrazolo[3,4-c]isoquinolin-5-one FC(CN1C(C=2C=C(C=CC2C2=C1N(N=C2)CCN2CC=1N(CC2)N=CN1)C)=O)F